carbamic acid, isonicotinyl ester C(N)(OCC1=CC=NC=C1)=O